COC1=C(C=CC(=C1)OC)CNC1=NC(=C2C(=NN(C2=N1)C)CC)NCC1=CC=C(C=C1)F 6-{[(2,4-dimethoxyphenyl)methyl]amino}-3-ethyl-4-{[(p-fluorophenyl)methyl]amino}-1-methyl-1H-1,2,5,7-tetraazaindene